FC1=CC(=CC(=C1)C=CC1=CC=CC=C1)OC 1-fluoro-3-methoxy-5-styryl-benzene